F[P-](F)(F)(F)(F)F.C[NH3+] methanaminium hexafluorophosphate